chloro-N-(4-cyanophenyl)-1H-pyrrolo[2,3-b]pyridine-3-sulfonamide ClN1C=C(C=2C1=NC=CC2)S(=O)(=O)NC2=CC=C(C=C2)C#N